(S)-5-(4-chloro-2-methyl-2H-indazol-5-yl)-3-methyl-2-(2-methylpiperazin-1-yl)-3,7-dihydro-4H-pyrrolo[2,3-d]pyrimidin-4-one ClC=1C2=CN(N=C2C=CC1C1=CNC=2N=C(N(C(C21)=O)C)N2[C@H](CNCC2)C)C